1,1'-(3,3'-difluoro[1,1'-biphenyl]-4,4'-diyl)bis{4-amino-3-[(E)-diazenyl]naphthalene-2-sulfonic acid} FC=1C=C(C=CC1C1=C(C(=C(C2=CC=CC=C12)N)\N=N\[H])S(=O)(=O)O)C1=CC(=C(C=C1)C1=C(C(=C(C2=CC=CC=C12)N)\N=N\[H])S(=O)(=O)O)F